O1C(=CC=C1C(=O)Cl)C(=O)Cl furan-2,5-dicarbonyl dichloride